aluminaethylene [AlH]=C